CC(CCN1CCC2(CC1)CCN(CC2)S(=O)(=O)C=2C=NC(=CC2)C)(C)C 3-(3,3-Dimethylbutyl)-9-((6-methylpyridin-3-yl)sulfonyl)-3,9-diazaspiro[5.5]undecane